C(#N)C1=CC=C(C=C1)C=CC1=CC=C(C=C1)C#N 4,4'-dicyanostilbene